2-[[6-(trifluoromethyl)-3-pyridinyl]oxy]propan-1-ol FC(C1=CC=C(C=N1)OC(CO)C)(F)F